N[C@@H](C(=O)O)CC(=O)O (R)-2-aminobutanedioic acid